O1C(=CC2=C1C=CC=C2)C=2N=NSC2 4-(benzofuran-2-yl)-1,2,3-thiadiazole